3-(4-Fluoro-2-methylphenoxy)-N-(2-methoxypyridin-4-yl)-6-(trifluoromethyl)pyridazine-4-carboxamide FC1=CC(=C(OC=2N=NC(=CC2C(=O)NC2=CC(=NC=C2)OC)C(F)(F)F)C=C1)C